(E)-3-(5-(4-amino-3-(dimethylcarbamoyl)-2-fluorophenyl)-1H-pyrrolo(2,3-b)pyridin-3-yl)acrylic acid NC1=C(C(=C(C=C1)C=1C=C2C(=NC1)NC=C2/C=C/C(=O)O)F)C(N(C)C)=O